C(#N)CCN1N=CC(=C1)C1=CC=2C(=NC=C(C2)C(=O)NC=2C(=NC=C(C2)NC(CN2[C@H](CCC2)C)=O)C)N1 2-[1-(2-cyanoethyl)pyrazol-4-yl]-N-[2-methyl-5-[[2-[(2S)-2-methylpyrrolidin-1-yl]acetyl]amino]-3-pyridyl]-1H-pyrrolo[2,3-b]pyridine-5-carboxamide